1-(benzyloxy)-3-methoxy-4-(2-(2-methoxyethoxy)phenyl)-6,7-dihydro-5H-cyclopenta[c]pyridine C(C1=CC=CC=C1)OC1=NC(=C(C2=C1CCC2)C2=C(C=CC=C2)OCCOC)OC